N-(2'-amino-3-methyl-5'H-spiro[isochroman-4,4'-thiazol]-6-yl)picolinamide NC=1SCC2(N1)C(OCC1=CC=C(C=C12)NC(C1=NC=CC=C1)=O)C